BrC1=CC(=C2C(=NC=NN21)N)CN2CC(C2)(C)C 7-bromo-5-((3,3-dimethylazetidin-1-yl)methyl)pyrrolo[2,1-f][1,2,4]triazin-4-amine